N1-((3-((6s,9r)-3,3-dimethyl-1-oxaspiro[5.5]undecan-9-yl)-6,7-dihydro-4H-pyrazolo-[5,1-c][1,4]oxazin-2-yl)-methyl)-N1,N2-dimethyl-ethane-1,2-diamine CC1(COC2(CC1)CCC(CC2)C=2C(=NN1C2COCC1)CN(CCNC)C)C